FC(C=1C=CC2=C(CC(O2)C=2C=C(C(=O)N)C=CC2)C1)(F)F m-[5-(trifluoromethyl)-2,3-dihydro-1-benzofuran-2-yl]benzamide